3-(7-dimethylphosphoryl-[1,2,4]triazolo[4,3-a]pyridin-3-yl)cyclohexyl carbamate C(N)(OC1CC(CCC1)C1=NN=C2N1C=CC(=C2)P(=O)(C)C)=O